C(C1=CC=CC=C1)C1N(C[C@@]2([C@H]1CC(C2)=O)O)C(=O)OC[C@@H](C)NC (2R)-2-(methylamino)propan-1-ol benzyl-(3aR,6aS)-3a-hydroxy-5-oxohexahydrocyclopenta[c]pyrrole-2(1H)-carboxylate